2,2-bis(3-t-butyl-4-hydroxyphenyl)propane C(C)(C)(C)C=1C=C(C=CC1O)C(C)(C)C1=CC(=C(C=C1)O)C(C)(C)C